COC(=O)C1=CC=C2C=CC(=NC2=C1)C 2-methylquinoline-7-carboxylic acid methyl ester